2,6-di-tert-butyl-p-methylphenolAt C(C)(C)(C)C1=C(C(=CC(=C1)C)C(C)(C)C)[O-]